3-((7S,8S)-18-ethyl-2,5,8,12,17-pentamethyl-13-vinyl-7H,8H-porphyrin-7-yl)propyl acetate C(C)(=O)OCCC[C@@H]1C2=C(C3=CC(=C(N3)C=C3C(=C(C(C=C4C(=C(C(=CC([C@H]1C)=N2)N4)C)C=C)=N3)C)CC)C)C